C(C)(C)(C)N1C=C(C=C1)C(=O)NCC1=NC(=NO1)N1N=C2C(=CC=CC2=C1\C=C\C)N[C@H]1[C@H](CN(CC1)C)F 1-(tert-butyl)-N-((3-(7-(((3S,4R)-3-fluoro-1-methylpiperidin-4-yl)amino)-3-((E)-prop-1-en-1-yl)-2H-indazol-2-yl)-1,2,4-oxadiazol-5-yl)methyl)-1H-pyrrole-3-carboxamide